10,10'-((6-Hydroxyhexyl)Azanediyl)Bis(N,N-Dioctyldecanamide) OCCCCCCN(CCCCCCCCCC(=O)N(CCCCCCCC)CCCCCCCC)CCCCCCCCCC(=O)N(CCCCCCCC)CCCCCCCC